acrylamido-2-methylpropyl-ammonium chloride [Cl-].C(C=C)(=O)N[NH2+]CC(C)C